8-bromo-3-chloro-5-(prop-2-yl)isoquinoline BrC=1C=CC(=C2C=C(N=CC12)Cl)C(C)C